4-[5-[3,5-bis(difluoromethyl)phenyl]-5-(trifluoromethyl)-4H-isoxazol-3-yl]-2-methyl-benzoic acid ethyl ester C(C)OC(C1=C(C=C(C=C1)C1=NOC(C1)(C(F)(F)F)C1=CC(=CC(=C1)C(F)F)C(F)F)C)=O